OC1=C(C=C(C=C1C)C(C)(C)C)N1N=C2C(=N1)C=CC=C2 2-(2'-hydroxy-3'-methyl-5'-tert-butylphenyl)-benzotriazole